ClC1=CC=C(CN2C=NC=3N(C(N(C(C23)=O)CCCO)=O)C(C)C)C=C1 7-(4-chlorobenzyl)-1-(3-hydroxypropyl)-3-isopropyl-3,7-dihydro-1H-purine-2,6-dione